C(C)(C)(C)C1=C(C(=O)O)C=CC=C1C(=O)O tertiary butyl-isophthalic acid